(S)-2-(2-((3-fluorophenyl)sulfonamido)acetylamino)-N-(4-methoxyphenyl)-N-methyl-3-phenylpropionamide FC=1C=C(C=CC1)S(=O)(=O)NCC(=O)N[C@H](C(=O)N(C)C1=CC=C(C=C1)OC)CC1=CC=CC=C1